1-(4-phenylthiophenyl)-butane-1-one oxime C1(=CC=CC=C1)SC1=CC=C(C=C1)C(CCC)=NO